NC1=C(C=C(C#N)C=C1)F 4-amino-3-fluorobenzonitrile